COC1=NC2=CC=CC=C2C=C1C1=CN=C(N1)[C@H](CCCCCC(CC)=O)NC(=O)[C@H]1CC12CN(C2)C (S)-N-((S)-1-(5-(2-methoxyquinolin-3-yl)-1H-imidazol-2-yl)-7-oxononyl)-5-methyl-5-azaspiro[2.3]hexane-1-carboxamide